4a-(3-ethoxyphenyl)hexahydro-2H-benzo[b][1,4]oxazin-3(4H)-one C(C)OC=1C=C(C=CC1)C12C(OCC(N1)=O)CCCC2